1-(tert-Butyl) 4-methyl 4-((2-((2,4-dichlorophenoxy)methyl)pyridin-4-yl)methyl)piperidine-1,4-dicarboxylate ClC1=C(OCC2=NC=CC(=C2)CC2(CCN(CC2)C(=O)OC(C)(C)C)C(=O)OC)C=CC(=C1)Cl